CCC=CC=CCCCCCCCC 3,5-tetradecadiene